C(C)(C)C1=C(C(=CC=C1)C(C)C)C(CN)N 2,6-diisopropylphenyl-1,2-diaminoethane